[(Ethoxycarbonyl)amino]ethyl 3,5-diaminobenzoate NC=1C=C(C(=O)OCCNC(=O)OCC)C=C(C1)N